CN(C1=CC=NC2=CC=C(N=C12)C=1C(=NNC1)C1=NC(=CC=C1)C)C N,N-dimethyl-6-[3-(6-methyl-2-pyridyl)-1H-pyrazol-4-yl]-1,5-naphthyridin-4-amine